C(C)N1C2=NC(=NC(=C2N=C1)C1=CC=CN(N1)C)N1N=C(C(=C1)C1=CC=CC=C1)OC 6-(9-ethyl-2-(3-methoxy-4-phenyl-1H-pyrazol-1-yl)-9H-purin-6-yl)-2-methylpyridazin